FC(C1(OCCO1)COC1=CC=C(C=C1)CN1N=CC(=C1)C(=O)OCC#CC)(F)F 2-butyn-1-yl 1-[[4-[[2-(trifluoromethyl)-1,3-dioxolan-2-yl] methoxy] phenyl] methyl]-1H-pyrazole-4-carboxylate